FC1=CC(=CC=2N(C(=NC21)C)C(C)C)C2=CNC=1N=C(N=CC12)CC(C)C 5-(4-fluoro-1-isopropyl-2-methyl-1H-benzo[d]imidazol-6-yl)-2-isobutyl-7H-pyrrolo[2,3-d]pyrimidine